3,5-di-tert-butyl-4-hydroxybenzoic acid [4-tert-butyl-2-(5-tert-butyl-2-oxo-3H-benzofuran-3-yl) phenyl] ester C(C)(C)(C)C1=CC(=C(C=C1)OC(C1=CC(=C(C(=C1)C(C)(C)C)O)C(C)(C)C)=O)C1C(OC2=C1C=C(C=C2)C(C)(C)C)=O